FC(C(=O)O)(F)F.NCC1=CC=C(C=C1)NC(=O)C1=CC=C(CN(C(=O)C=2C=CC3=C(OCC(N3)=O)C2)C2CC2)C=C1 N-(4-((4-(aminomethyl)phenyl)carbamoyl)benzyl)-N-cyclopropyl-3-oxo-3,4-dihydro-2H-benzo[b][1,4]oxazine-7-carboxamide 2,2,2-trifluoroacetate